O=C1NC(CCC1C1=CC=C(C=C1)N1CCN(CC1)CCN1CC(C1)NC(OC(C)(C)C)=O)=O tert-butyl (1-(2-(4-(4-(2,6-dioxopiperidin-3-yl)phenyl)piperazin-1-yl)ethyl) azetidin-3-yl)carbamate